1-((1H-indol-4-yl)methyl)-5-(methylcarbamoyl)-6-oxo-1,6-dihydropyridine N1C=CC2=C(C=CC=C12)CN1C=CC=C(C1=O)C(NC)=O